C(CCC)C1=CC=CC2=C1SC=1N=C(N(C(C12)=O)CC1=CN=CO1)C1=C(C=C(C=C1)OC)C1CC1 8-butyl-2-(2-cyclopropyl-4-methoxyphenyl)-3-(oxazol-5-ylmethyl)benzo[4,5]thieno[2,3-d]pyrimidin-4(3H)-one